(6S)-6-{[10-bromo-2-(4-methoxyphenyl)[1,2,4]triazolo[1,5-c]quinazolin-5-yl]amino}-1,4-diazepin-5-one BrC=1C=2C=3N(C(=NC2C=CC1)NC=1C(N=CC=NC1)=O)N=C(N3)C3=CC=C(C=C3)OC